[Na].N1N=NC2=C1C=CC=C2 Benzotriazole sodium salt